C(C)(CCCC)N1C=CC=C1 N-sec-hexylpyrrole